ClC=1C=C2C=C(NC2=CC1OCC1=NC(=CC=C1)F)CNC(=O)N1CCC1 N-((5-chloro-6-((6-fluoropyridin-2-yl)methoxy)-1H-indol-2-yl)methyl)azetidine-1-carboxamide